(5Z)-5-(2,6-dichlorobenzylidene)-4-(4-(methylsulfonyl)phenyl)-3-phenylfuran-2(5H)-one ClC1=C(\C=C/2\C(=C(C(O2)=O)C2=CC=CC=C2)C2=CC=C(C=C2)S(=O)(=O)C)C(=CC=C1)Cl